1-{6-[(1S,4S,5R)-2-azabicyclo[2.2.2]octan-5-yloxy]pyridin-2-yl}-6-[(1-methyl-1H-pyrazol-4-yl)amino]-2-(prop-2-en-1-yl)-1H,2H,3H-pyrazolo[3,4-d]pyrimidin-3-one [C@@H]12NC[C@@H]([C@@H](C1)OC1=CC=CC(=N1)N1N(C(C=3C1=NC(=NC3)NC=3C=NN(C3)C)=O)CC=C)CC2